6-chloro-2-ethyl-3-nitropyridine ClC1=CC=C(C(=N1)CC)[N+](=O)[O-]